ClC1=C(C(=O)NC)C=CC(=C1)NC1=NC=C(C(=N1)N[C@H](CO)C1=CC=CC=C1)C1=NC(=NO1)C(F)(F)F 2-chloro-4-[[4-[[(1S)-2-hydroxy-1-phenyl-ethyl]amino]-5-[3-(trifluoromethyl)-1,2,4-oxadiazol-5-yl]pyrimidin-2-yl]amino]-N-methyl-benzamide